6-bromo-3-(2-chloro-5-(trifluoromethyl)pyrimidin-4-yl)-7-methyl-1H-indole BrC1=CC=C2C(=CNC2=C1C)C1=NC(=NC=C1C(F)(F)F)Cl